9,9-bis(4-hydroxy-3-methyloxyphenyl)fluorene OC1=C(C=C(C=C1)C1(C2=CC=CC=C2C=2C=CC=CC12)C1=CC(=C(C=C1)O)OC)OC